(1R,3R)-2-(bicyclo[1.1.1]pentan-1-yl)-1-(2-fluoro-4-(2-(3-(fluoromethyl)azetidin-1-yl)ethoxy)phenyl)-3-methyl-2,3,4,9-tetrahydro-1H-pyrido[3,4-b]indole C12(CC(C1)C2)N2[C@@H](C=1NC3=CC=CC=C3C1C[C@H]2C)C2=C(C=C(C=C2)OCCN2CC(C2)CF)F